tert-butyl 3-(1-((8-fluoro-2-methylimidazo[1,2-a]pyridin-6-yl)carbamoyl)-2,3-dihydro-1H-pyrrolo[2,3-b]pyridin-4-yl)-3,8-diazabicyclo[3.2.1]octane-8-carboxylate FC=1C=2N(C=C(C1)NC(=O)N1CCC=3C1=NC=CC3N3CC1CCC(C3)N1C(=O)OC(C)(C)C)C=C(N2)C